azetidin-1-yl-[5-[4-(4-fluoropyrazolo[1,5-a]pyridin-2-yl)-1-tetrahydropyran-2-yl-6,7-dihydro-4H-imidazo[4,5-c]pyridin-5-yl]pyrazin-2-yl]methanone N1(CCC1)C(=O)C1=NC=C(N=C1)N1C(C2=C(CC1)N(C=N2)C2OCCCC2)C2=NN1C(C(=CC=C1)F)=C2